N,N-diethyl-3-fluoro-2-(trimethylsilyl)-1H-indole-1-carboxamide C(C)N(C(=O)N1C(=C(C2=CC=CC=C12)F)[Si](C)(C)C)CC